(R)-1-(2-(5-(1,3-dioxoisoindolin-2-yl)pent-2-yloxy)-5-fluorophenyl)ethylcarbamic acid tert-butyl ester C(C)(C)(C)OC(N[C@H](C)C1=C(C=CC(=C1)F)OC(C)CCCN1C(C2=CC=CC=C2C1=O)=O)=O